ethyl 2-[1-(4-chlorophenyl)-3-[(4R)-3-(4-chlorophenyl)-4-phenyl-4,5-dihydro-1H-pyrazol-1-yl]-5-oxo-4,5-dihydro-1H-1,2,4-triazol-4-yl]acetate ClC1=CC=C(C=C1)N1N=C(N(C1=O)CC(=O)OCC)N1N=C([C@@H](C1)C1=CC=CC=C1)C1=CC=C(C=C1)Cl